C1(CCCCC1)NC1=NC(=NC2=CC=CC=C12)NCC1=CC=C(C=C1)C N4-cyclohexyl-N2-(4-methylbenzyl)quinazoline-2,4-diamine